N[C@@H](C(C)C)C(=O)N[C@@H](CCCNC(N)=O)C(=O)NC1=CC=C(C=C1)CO L-valyl-N~5~-carbamoyl-N-[4-(hydroxymethyl)phenyl]-L-ornithinamide